C1(=CC=CC=C1)N1[C@@H](CCC1)C(=O)O cis-Phenyl-L-proline